N-[5-[6-(hydroxymethyl)-3-pyridyl]-3-methoxy-pyrazin-2-yl]-5-methyl-3-phenyl-isoxazole-4-carboxamide OCC1=CC=C(C=N1)C=1N=C(C(=NC1)NC(=O)C=1C(=NOC1C)C1=CC=CC=C1)OC